C(C1=CC=CC=C1)OC(=O)NNC(=O)[C@H]1N(CCC1)C(=O)OC(C)(C)C (S)-tert-Butyl 2-(2-((benzyloxy)carbonyl)hydrazinecarbonyl)pyrrolidine-1-carboxylate